C(C)(C)(C)OC(NC1CCC(CC1)OC1=C2C=NC(=NC2=CC(=C1)N1CCOCC1)C)=O N-[4-(2-methyl-7-morpholino-quinazolin-5-yl)oxy-cyclohexyl]carbamic acid tert-butyl ester